CC(=CC(=O)Cl)C 3,3-dimethylacryloyl chloride